N-[4-(6,7-Dimethoxyquinolin-4-yl)oxy-3-fluorophenyl]-5-(4-fluorophenyl)-1-(3-methyloxetan-3-yl)-4-oxopyridine-3-carboxamide COC=1C=C2C(=CC=NC2=CC1OC)OC1=C(C=C(C=C1)NC(=O)C1=CN(C=C(C1=O)C1=CC=C(C=C1)F)C1(COC1)C)F